C(=O)NNC(=O)[C@@H]1[C@H](C1)C(=O)OC methyl (1S,2S)-2-(2-formylhydrazine-1-carbonyl)cyclopropane-1-carboxylate